7-Chloro-1-isopropyl-3-(1H-pyrrolo[2,3-b]pyridin-2-yl)-1H-pyrazolo[4,3-c]pyridin-4-amine ClC=1C2=C(C(=NC1)N)C(=NN2C(C)C)C2=CC=1C(=NC=CC1)N2